N-((S)-1-(2-((S)-2-Cyanopyrrolidin-1-yl)-2-oxoethyl)pyrrolidin-3-yl)benzofuran-2-carboxamid C(#N)[C@H]1N(CCC1)C(CN1C[C@H](CC1)NC(=O)C=1OC2=C(C1)C=CC=C2)=O